NC(C#C)(C)C.C1(=CC=CC=C1)N=C=S phenyl isothiocyanate compound with 3-amino-3-methyl-1-butyne